mono-n-butyl-hafnium trishydroxide [OH-].[OH-].[OH-].C(CCC)[Hf+3]